CS(=O)(=O)O.CN1CN(C=C1)C 1,3-dimethylimidazole methanesulfonate